n-tetradecyl-phospho-choline C(CCCCCCCCCCCCC)C(OP(=O)([O-])O)C[N+](C)(C)C